N1=CC=C2OCCCN21 6,7-dihydro-pyrazolo[5,1-B][1,3]oxazin